F[C@H]1CN(CC[C@H]1NC1=CC=CC=2N1N=C(C2\C=C\C)C#CCNC2=C(C=C(C(=O)NC)C=C2)OC)C 4-((3-(7-(((3S,4R)-3-fluoro-1-methylpiperidin-4-yl)amino)-3-((E)-prop-1-en-1-yl)pyrazolo[1,5-a]pyridin-2-yl)prop-2-yn-1-yl)amino)-3-methoxy-N-methylbenzamide